N-{4-[7-(5-chloro-2-fluorophenyl)-1H,2H,3H-pyrido[3,4-b][1,4]oxazin-1-yl]pyridin-2-yl}-2-{2-methyl-5-oxa-2,8-diazaspiro[3.5]nonan-8-yl}acetamide ClC=1C=CC(=C(C1)C1=CC2=C(OCCN2C2=CC(=NC=C2)NC(CN2CCOC3(CN(C3)C)C2)=O)C=N1)F